NC1=CC=CC(=N1)S(=O)(=O)NC(=O)C=1C(=NC(=CC1)C1=C(C(=CC=C1)OC)OC)OC1=C(C=C(C=C1C)C)C N-[(6-Amino-2-pyridyl)sulfonyl]-6-(2,3-dimethoxyphenyl)-2-(2,4,6-trimethylphenoxy)pyridin-3-carboxamid